CC1NCCOC2=C1N=CC=C2 5-methyl-2,3,4,5-tetrahydropyrido[2,3-f][1,4]oxazepine